methyl 2-(7-fluoro-3,4-dihydrobenzo[b][1,4]oxazepine-5(2H)-yl)-5-(N-methyl-2,2-diphenylacetamido)isonicotinate FC1=CC2=C(OCCCN2C=2C=C(C(=O)OC)C(=CN2)N(C(C(C2=CC=CC=C2)C2=CC=CC=C2)=O)C)C=C1